trans-(±)-1,2-diaminocyclohexane N[C@H]1[C@@H](CCCC1)N |r|